2,4-pyridinedicarboxylic acid, diethyl ester N1=C(C=C(C=C1)C(=O)OCC)C(=O)OCC